tert-butyl 3-(1,3-dioxoisoindolin-2-yl)azetidine-1-carboxylate O=C1N(C(C2=CC=CC=C12)=O)C1CN(C1)C(=O)OC(C)(C)C